FC1(C(CN(C1)C)C1(C(C=NC2=CC=C(C=C12)F)N)N)F 4-(4,4-difluoro-1-methylpyrrolidin-3-yl)-6-fluoroquinoline-3,4-diamine